S(=O)(=O)(O)O.C(=O)(O)C(C)C1=NC=CN1C 1-carboxyethyl-3-methylimidazole hydrogensulfate salt